The molecule is a medium-chain fatty acid anion resulting from the deprotonation of the carboxy group of 2,3-dihydroxydodecanoic acid. Major microspecies at pH 7.3 It is a 2-hydroxy fatty acid anion, a 3-hydroxy fatty acid anion and a medium-chain fatty acid anion. It derives from a dodecanoate. It is a conjugate base of a 2,3-dihydroxydodecanoic acid. CCCCCCCCCC(C(C(=O)[O-])O)O